8-Bromo-4-(cyclohex-1-en-1-yl)-2-phenyl-4H-furo[2,3-c]chromene BrC1=CC=2C3=C(C(OC2C=C1)C1=CCCCC1)OC(=C3)C3=CC=CC=C3